diethyl 3,3-di-n-propylglutarate C(CC)C(CC(=O)OCC)(CC(=O)OCC)CCC